BrC1=NC(=CC=C1)S(=O)(=O)C 2-bromo-6-(methylsulfonyl)pyridine